The molecule is an icosanoid that is (6E,8Z,11Z,13E)-icosatetraenoic acid substituted at positions 5 and 15 by oxo and hydroxy groups respectively. It has a role as a human xenobiotic metabolite. It is an icosanoid, a long-chain fatty acid, an oxo fatty acid, an enone, a secondary allylic alcohol and a hydroxy polyunsaturated fatty acid. CCCCC[C@@H](/C=C/C=C\\C/C=C\\C=C\\C(=O)CCCC(=O)O)O